ClC1=C(C=C(C=C1)S(=O)(=O)C1=CC=C(C=C1)N=C=S)C(F)(F)F 1-chloro-4-(4-isothiocyanatophenylsulfonyl)-2-(trifluoromethyl)benzene